C1(CCC1)C1(NC(NC1=O)=O)CNC(=O)C1=NN(N=C1)C1=CC=CC=C1 N-[(4-cyclobutyl-2,5-dioxoimidazolidin-4-yl)methyl]-2-phenyl-2H-1,2,3-triazole-4-carboxamide